FC(C1=CC(=NC=C1)N1C[C@@H]2CN(CC[C@@H]2C1)C(=O)OC(C)(C)C)(F)F |r| Rac-tert-butyl (3aR,7aS)-2-[4-(trifluoromethyl)pyridin-2-yl]-octahydro-1H-pyrrolo[3,4-c]pyridine-5-carboxylate